(+/-)-5-methyl-8-((3R,4S)-3-methyl-4-((4-(trifluoromethoxy)benzyl)oxy)piperidin-1-yl)-6-oxo-5,6-dihydro-1,5-naphthyridine-2-carbonitrile CN1C=2C=CC(=NC2C(=CC1=O)N1C[C@H]([C@H](CC1)OCC1=CC=C(C=C1)OC(F)(F)F)C)C#N |r|